4-amino-N-methyl-N-(5-(trifluoromethyl)-2,3-dihydro-1H-inden-1-yl)imidazo[1,5-a]quinoxaline-8-carboxamide NC=1C=2N(C3=CC(=CC=C3N1)C(=O)N(C1CCC3=CC(=CC=C13)C(F)(F)F)C)C=NC2